N-benzylsulfonyl-4-[4-[[2-(4-hydroxyphenyl)phenyl]methyl]piperazin-1-yl]benzamide C(C1=CC=CC=C1)S(=O)(=O)NC(C1=CC=C(C=C1)N1CCN(CC1)CC1=C(C=CC=C1)C1=CC=C(C=C1)O)=O